tert-butyl 4-[4-[3-cyano-4-[6-[4-methyl-4-[(2-phenylacetyl)amino]-1-piperidyl]-3-pyridyl]pyrazolo[1,5-a]pyridin-6-yl]phenyl]piperazine-1-carboxylate C(#N)C=1C=NN2C1C(=CC(=C2)C2=CC=C(C=C2)N2CCN(CC2)C(=O)OC(C)(C)C)C=2C=NC(=CC2)N2CCC(CC2)(NC(CC2=CC=CC=C2)=O)C